N-(5-(2-((3aR,6aS)-hexahydrocyclopenta[c]pyrrol-2(1H)-yl)acetamido)-2-methylpyridin-3-yl)-2-(1-methyl-1H-pyrazol-4-yl)-1H-pyrrolo[2,3-b]pyridine-5-carboxamide C1N(C[C@H]2[C@@H]1CCC2)CC(=O)NC=2C=C(C(=NC2)C)NC(=O)C=2C=C1C(=NC2)NC(=C1)C=1C=NN(C1)C